(R)-4-(4-(methylsulfinyl)phenyl)-3-phenylfuran-2(5H)-one C[S@@](=O)C1=CC=C(C=C1)C1=C(C(OC1)=O)C1=CC=CC=C1